[Mo](=O)(=O)=O.[Ce] cerium-molybdenum trioxide